isopropoxyethylen C(C)(C)OC=C